NC=1N=C(SC1C(=O)C1=CC(=NO1)C(=O)NC1=CC=CC=C1)N(C1=CC=C(C=C1)F)[C@@H](C(=O)N)C |r| rac-5-[4-Amino-2-(N-(2-amino-1-methyl-2-oxoethyl)-4-fluoroanilino)thiazol-5-carbonyl]-N-phenyl-isoxazol-3-carboxamid